FC(C=1C=C(C=CC1)C1=NN=C(O1)C(=O)NC1CCN(C1)C(=O)[O-])(F)F 4-(5-(3-(trifluoromethyl)phenyl)-1,3,4-oxadiazole-2-carboxamido)pyrrolidine-1-carboxylate